[N+](=[N-])=CC(CC[C@@H](C(=O)OC(C(F)(F)F)(C)C)NC([C@@H](C)OC)=O)=O 1,1,1-trifluoro-2-methylpropan-2-yl (S)-6-diazo-2-((R)-2-methoxypropanamido)-5-oxohexanoate